OC(=O)CCCCCCCCC.OCC(O)CO.OCC(O)CO.OCC(O)CO.OCC(O)CO.OCC(O)CO pentaglycerol caprate